C12(CC(C1)C2)N(C(OC(C)(C)C)=O)C2CN(CC2)C=2N=NC(=CC2)Cl tert-butyl N-{bicyclo[1.1.1]pentan-1-yl}-N-[1-(6-chloropyridazin-3-yl)pyrrolidin-3-yl]carbamate